(S)-N-(8,9-difluoro-6-oxo-1,2,3,4,5,6-hexahydrobenzo[c][1,7]naphthyridin-1-yl)-3'-fluoro-N-methyl-[1,1'-biphenyl]-3-carboxamide FC=1C(=CC2=C(C(NC=3CNC[C@H](C23)N(C(=O)C=2C=C(C=CC2)C2=CC(=CC=C2)F)C)=O)C1)F